3-chloro-N-[(4-methylpyridin-3-yl)methyl]-4-(trifluoromethyl)-benzamide ClC=1C=C(C(=O)NCC=2C=NC=CC2C)C=CC1C(F)(F)F